2-(3-trifluoromethylphenyl)phenol FC(C=1C=C(C=CC1)C1=C(C=CC=C1)O)(F)F